FC(C(=O)O)(F)F.COCC(=O)NC1CCNCC1 methoxy-N-(piperidin-4-yl)acetamide trifluoroacetate